mercaptobenzopyran-4-one SC=1OC2=C(C(C1)=O)C=CC=C2